benzyl (R)-3-((tert-butoxycarbonyl)((S)-2-hydroxy-3-(3-sulfamoylphenoxy)propyl)amino)-1-oxa-8-azaspiro[4.5]decane-8-carboxylate C(C)(C)(C)OC(=O)N([C@H]1COC2(C1)CCN(CC2)C(=O)OCC2=CC=CC=C2)C[C@@H](COC2=CC(=CC=C2)S(N)(=O)=O)O